6-(4-aminophenyl)-1-(2,6-difluorobenzyl)-5-((dimethylamino)methyl)-3-(6-(oxetan-3-ylmethoxy)pyridin-2-yl)thieno[2,3-d]pyrimidine-2,4(1h,3h)-dione NC1=CC=C(C=C1)C1=C(C2=C(N(C(N(C2=O)C2=NC(=CC=C2)OCC2COC2)=O)CC2=C(C=CC=C2F)F)S1)CN(C)C